2-(4-(2-((5-methyl-4-phenylthiazol-2-yl)amino)-2-oxoethyl)phenoxy)nicotinamide CC1=C(N=C(S1)NC(CC1=CC=C(OC2=C(C(=O)N)C=CC=N2)C=C1)=O)C1=CC=CC=C1